C1C(CC12OCCO2)COC2=C(C=CC=C2)CN (2-(5,8-dioxaspiro[3.4]oct-2-ylmethoxy)phenyl)methylamine